[2-[4-[(5-Cyclopentyl-1H-pyrazol-3-yl)amino]pyrimidin-2-yl]-2-azabicyclo[2.1.1]hexan-4-yl]methanol C1(CCCC1)C1=CC(=NN1)NC1=NC(=NC=C1)N1C2CC(C1)(C2)CO